4-(4-dibenzothienyl)phenylboronic acid C1=CC=C(C=2SC3=C(C21)C=CC=C3)C3=CC=C(C=C3)B(O)O